SCCNC(CCNC(=O)[C@@H]1OC(OCC1(C)C)CC1=CC=C(C=C1)OC)=O (4R)-N-(3-((2-mercaptoethyl)amino)-3-oxopropyl)-2-(4-methoxybenzyl)-5,5-dimethyl-1,3-dioxane-4-carboxamide